1-methylimidazole chloride salt [Cl-].CN1C=NC=C1